N-(3-(2'-fluoro-3'-(trifluoromethyl)-[1,1'-biphenyl]-4-yl)propyl)-6-methylnicotinamide FC1=C(C=CC=C1C(F)(F)F)C1=CC=C(C=C1)CCCNC(C1=CN=C(C=C1)C)=O